(((((9H-fluoren-9-yl) methoxy) carbonyl) amino)-5-(cyclopropylamino)-5-oxopentanoyl)-1-isobutyl-7-methoxy-2,3,4,9-tetrahydro-1H-pyrido[3,4-b]indole-3-carboxylate C1=CC=CC=2C3=CC=CC=C3C(C12)COC(=O)NC(C(=O)OC(=O)C1CC2=C(NC3=CC(=CC=C23)OC)C(N1)CC(C)C)CCC(=O)NC1CC1